C(C)(=O)N1[C@H]([C@@H]([C@H](C2=CC(=CC=C12)C(=O)N)NC1=NC=CC(=C1)C)C)C1CC1 (2S,3R,4R)-1-acetyl-2-cyclopropyl-3-methyl-4-((4-methylpyridin-2-yl)amino)-1,2,3,4-tetrahydroquinoline-6-carboxamide